4-(4-Chloro-6-morpholinopyrimidin-2-yl)piperazine-1-carboxylate ClC1=NC(=NC(=C1)N1CCOCC1)N1CCN(CC1)C(=O)[O-]